2-oxo-2-[rac-(5S)-5-methyl-2-[2-[1-(trideuteriomethyl)-4-piperidyl]-1,3-benzothiazol-5-yl]-1-piperidyl]-N-[1-(2-trimethylsilylethoxymethyl)pyrazolo[4,3-c]pyridin-7-yl]acetamide O=C(C(=O)NC=1C2=C(C=NC1)C=NN2COCC[Si](C)(C)C)N2C(CC[C@@H](C2)C)C=2C=CC1=C(N=C(S1)C1CCN(CC1)C([2H])([2H])[2H])C2 |r|